FC1(CC(CC1)NC(C1=C(C=CC=C1)OC)=O)F N-(3,3-difluorocyclopentyl)-2-methoxybenzamide